ClC=1C=2C(N(C(C1C1=NC3=C(N1)C=C(C(=C3)OC)OC)=O)CC3=CC=C(C=C3)OC)=CN(N2)CC 7-chloro-6-(5,6-dimethoxy-1H-benzo[d]imidazol-2-yl)-2-ethyl-4-(4-methoxybenzyl)-2H-pyrazolo[4,3-b]pyridin-5(4H)-one